BrC=1SC2=C(N(C(C(=C2)Br)=O)C2=CC=C(C=C2)OC(F)F)N1 2,6-dibromo-4-(4-(difluoromethoxy)phenyl)thiazolo[4,5-b]pyridin-5(4H)-one